2,2,3,3-tetrafluoropropyl ether FC(COCC(C(F)F)(F)F)(C(F)F)F